C(CCCCCCCCCC=CCCCCCCCC)(=O)OCCCCCCCCCCCCCCCCCCCCCCCCCCCCC(=O)O 29-(eicos-11-enoyloxy)-nonacosanoic acid